(2E)-1-[(1RS,2SR)-2,6,6-trimethyl-3-cyclohexen-1-yl]-2-buten C[C@@H]1[C@H](C(CC=C1)(C)C)C\C=C\C |r|